(S)-3-(5-(4-((1-(3-fluoro-4-((3R,4R)-7-hydroxy-3-phenylchroman-4-yl)phenyl)piperidin-4-yl)methyl)piperazin-1-yl)-1-oxoisoindolin-2-yl)piperidine-2,6-dione FC=1C=C(C=CC1[C@@H]1[C@@H](COC2=CC(=CC=C12)O)C1=CC=CC=C1)N1CCC(CC1)CN1CCN(CC1)C=1C=C2CN(C(C2=CC1)=O)[C@@H]1C(NC(CC1)=O)=O